FC1=C(C=C(C(=C1)I)OCOC)C1=CC(=NC=C1)OC 4-[2-fluoro-4-iodo-5-(methoxymethoxy)phenyl]-2-methoxypyridine